ClC=1C=C(C(=NC1O[C@H](C)CCO)N1C(N(C2=NC=CC(=C21)O)COCC[Si](C)(C)C)=O)F (R)-1-(5-chloro-3-fluoro-6-((4-hydroxybutan-2-yl)oxy)pyridin-2-yl)-7-hydroxy-3-((2-(trimethylsilyl)ethoxy)methyl)-1,3-dihydro-2H-imidazo[4,5-b]pyridin-2-one